C(=O)(O)C=1C=C(C=C(C1)C(=O)O)C=1NC2=C(N1)C=C(C=C2)C(=O)O 2-(3,5-dicarboxyphenyl)-6-carboxybenzimidazole